Ethyllactat C(C)OC(C(O)C)=O